ClC(C(=O)O)=C.C1(CCCCC1)C1CCCCC1 bicyclohexyl α-chloroacrylate